CC(=O)C1=C(C=C(C=C1)OC)OC 2,4-dimethoxyacetophenone